CC1(C=C(CCC1)C(CCC=C)=O)C 1-(3,3-Dimethyl-1-cyclohexen-1-yl)-4-penten-1-one